C1(=CC=CC=C1)C(=NCCC1=CC(=CC=C1)OCCN1CCCC1)C1=CC=CC=C1 1,1-diphenyl-N-(2-{3-[2-(pyrrolidin-1-yl)ethoxy]phenyl}ethyl)methanimine